(2r,4s)-4-amino-2-(4-dihydroxyboryl-butyl)piperidine-2-carboxylic acid N[C@@H]1C[C@@](NCC1)(C(=O)O)CCCCB(O)O